NC1=NC(=CC(=N1)C=1N=NN(C1)CC1=CC=CC(=N1)C(CC(=O)O)(C)C)C1=C(C(=CC=C1)C#N)OC 3-[6-({4-[2-amino-6-(3-cyano-2-methoxyphenyl)-4-pyrimidinyl]-1H-1,2,3-triazol-1-yl}methyl)-2-pyridinyl]-3-methylbutanoic acid